6-Bromo-N-(3-methoxy-5-morpholinophenyl)quinolin-4-amine BrC=1C=C2C(=CC=NC2=CC1)NC1=CC(=CC(=C1)N1CCOCC1)OC